ClC=1C(=NC=C(C1)F)CC1CC12N(CCC(C2)C(=O)N)C(=O)C2=NNC(=C2)C2=CC(=NC=C2F)CC ((3-chloro-5-fluoropyridin-2-yl)methyl)-4-(5-(2-ethyl-5-fluoropyridin-4-yl)-1H-pyrazole-3-carbonyl)-4-azaspiro[2.5]octane-7-carboxamide